FC(CN1C(C(N(CC1)C=1N=CC2=C(N1)C(=NN2)C=2C=NN(C2)C)C)=O)F 1-(2,2-Difluoroethyl)-3-methyl-4-(3-(1-methyl-1H-pyrazol-4-yl)-1H-pyrazolo[4,3-d]pyrimidin-5-yl)piperazin-2-one